2,2-dilinoleyl-4-(2-dimethylaminoethyl)-[1,3]-dioxolane ((4-hydroxybutyl)azanediyl)bis(hexane-6,1-diyl)bis(2-hexyldecanoate) OCCCCN(CCCCCCC(C(=O)O)(CCCCCCCC)CCCCCC)CCCCCCC(C(=O)O)(CCCCCCCC)CCCCCC.C(CCCCCCC\C=C/C\C=C/CCCCC)C1(OCC(O1)CCN(C)C)CCCCCCCC\C=C/C\C=C/CCCCC